1-Ethylamine C(C)N